C(ON1C(CCC1=O)=O)(ON1C(CCC1=O)=O)=O bis(2,5-dioxopyrrolidin-1-yl) carbonate